(S)-2-amino-1-(7,8-dihydro-1,6-naphthyridin-6(5H)-yl)-3-(3-fluoro-4-((3-methyl-1H-pyrrolo[2,3-b]pyridin-4-yl)oxy)phenyl)propan-1-one N[C@H](C(=O)N1CC=2C=CC=NC2CC1)CC1=CC(=C(C=C1)OC1=C2C(=NC=C1)NC=C2C)F